CN1C(C2(C3=CC=CC=C13)CC2)=O methyl-2'-oxospiro[cyclopropane-1,3'-indoline]